NC1COC2=C1C=CC(=C2)C=2C1=C(N=C(N2)NC(C)(C)C)C=CN=C1N (3-amino-2,3-dihydrobenzofuran-6-yl)-N2-(tert-butyl)pyrido[4,3-d]pyrimidine-2,5-diamine